ethyl 6-[[1-(9H-fluoren-9-ylmethoxycarbonyl)-4-piperidinyl] oxy]-4-hydroxy-quinoline-3-carboxylate C1=CC=CC=2C3=CC=CC=C3C(C12)COC(=O)N1CCC(CC1)OC=1C=C2C(=C(C=NC2=CC1)C(=O)OCC)O